1-(2-aminoethoxy)ethanol tert-Butyl-(2-(dimethylamino)-2-oxoethyl)carbamate C(C)(C)(C)N(C(=O)OC(C)OCCN)CC(=O)N(C)C